3-(5-(3-(1-oxo-6-(4,4,5,5-tetramethyl-1,3,2-dioxaborolan-2-yl)isoindolin-2-yl)prop-1-yn-1-yl)benzofuran-3-yl)piperidine-2,6-dione O=C1N(CC2=CC=C(C=C12)B1OC(C(O1)(C)C)(C)C)CC#CC=1C=CC2=C(C(=CO2)C2C(NC(CC2)=O)=O)C1